NC1(CN(CCC1)C=1C=NC(=CC1CC1=CN=C2N1C=CN=C2N)C2=CC(=C(C=C2)OC)F)C(=O)NC 3-amino-1-(4-((8-aminoimidazo[1,2-a]pyrazin-3-yl)methyl)-6-(3-fluoro-4-methoxyphenyl)pyridin-3-yl)-N-methylpiperidine-3-carboxamide